(R)-5-(8,8-Difluoro-5,6,7,8-tetrahydroquinoxalin-5-yl)-7-(1-(2-fluoro-6-methylphenyl)piperidin-4-yl)-3-methylpyrido[2,3-b]pyrazin-6(5H)-one FC1(CC[C@H](C=2N=CC=NC12)N1C(C(=CC=2C1=NC(=CN2)C)C2CCN(CC2)C2=C(C=CC=C2C)F)=O)F